C(C)C1=NN(C(N1C)=O)C1=CC(=C(C(=O)NC2=CC=C(C=C2)C(C)C)C=C1F)O[C@@H](C)CCC 4-(3-Ethyl-4-methyl-5-oxo-4,5-dihydro-1H-1,2,4-triazol-1-yl)-5-fluoro-2-[(2S)-pent-2-yloxy]-N-[4-(prop-2-yl)phenyl]benzamide